C[C@@H]1[C@@H]([C@@H]([C@H](C(O1)O)O)O)NC(=O)C The molecule is an amino sugar that is 4,6-dideoxy-D-galactose substituted at position 4 by an acetamido group. It is an amino sugar and a dideoxyhexose derivative. It derives from a D-galactopyranose.